diethyl 1-(4-fluorophenyl)-3-isopropyl-6-oxo-1,6-dihydropyridine-2,5-dicarboxylate FC1=CC=C(C=C1)N1C(=C(C=C(C1=O)C(=O)OCC)C(C)C)C(=O)OCC